N-(3-carbamoylphenyl)-5-cyano-2-(3,4-difluoro-2-methoxy-phenoxy)pyridine-3-carboxamide Palladium acetate C(C)(=O)[O-].[Pd+2].C(N)(=O)C=1C=C(C=CC1)NC(=O)C=1C(=NC=C(C1)C#N)OC1=C(C(=C(C=C1)F)F)OC.C(C)(=O)[O-]